6-Amino-3-((1S,3R)-4'-chloro-3-cyano-3-methyl-1',2'-dihydrospiro[cyclopentane-1,3'-pyrrolo[2,3-b]pyridin]-5'-yl)-2-fluoro-N,N-dimethylbenzamide NC1=CC=C(C(=C1C(=O)N(C)C)F)C=1C(=C2C(=NC1)NC[C@@]21C[C@](CC1)(C)C#N)Cl